N1=CN=C(C2=C1N=CC=C2)N pyrido[2,3-d]Pyrimidin-4-amine